1,2,5-trihydroxynaphthalene OC1=C(C=CC2=C(C=CC=C12)O)O